(3-ethynyl-4-methyl-phenyl)-4-(trifluoromethyl)pyridine-2-carboxamide C(#C)C=1C=C(C=CC1C)C=1C(=NC=CC1C(F)(F)F)C(=O)N